N-(3-aminobicyclo[1.1.1]pentan-1-yl)-2-((6-(trifluoromethyl)pyridin-3-yl)oxy)acetamide NC12CC(C1)(C2)NC(COC=2C=NC(=CC2)C(F)(F)F)=O